CC(C=O)=CC(=CCC)C 2,4-dimethyl-2,4-heptadienal